7-Methoxy-1-(methyl-d3)-1H-pyrazolo[4,3-c]pyridin-6-amine COC=1C2=C(C=NC1N)C=NN2C([2H])([2H])[2H]